N1(C=NC=C1)C(=O)OC1CC2(C1)CCCCC2 spiro[3.5]nonan-2-yl 1H-imidazole-1-carboxylate